CC=1C2=C(NC(C1C1=NN(C(C1)C1=CN=C(S1)C)C(CC)=O)=O)SC=C2 4-methyl-5-(5-(2-methylthiazol-5-yl)-1-propionyl-4,5-dihydro-1H-pyrazol-3-yl)thieno[2,3-b]pyridin-6(7H)-one